ClC1=C(C=CC=C1)CC(=O)NC1=CC(=C(C=C1)N1N=C(N=C1)C(C)C)S(N)(=O)=O 2-(2-Chlorophenyl)-N-[4-(3-isopropyl-1H-1,2,4-triazol-1-yl)-3-sulfamoylphenyl]acetamide